ClC=1C=CC=C2[C@H](CCOC12)NC(=O)NC1=NN(C=C1)C=1C=NC(=CC1)C(C)(C)N1C(C2=CC=CC=C2C1=O)=O 1-[(4S)-8-chlorochroman-4-yl]-3-[1-[6-[1-(1,3-dioxoisoindolin-2-yl)-1-methyl-ethyl]-3-pyridyl]pyrazol-3-yl]urea